4-(1-((2',4'-difluoro-[1,1'-biphenyl]-4-yl)sulfonyl)cyclopropyl)pyridine FC1=C(C=CC(=C1)F)C1=CC=C(C=C1)S(=O)(=O)C1(CC1)C1=CC=NC=C1